The molecule is an aminobenzoic acid carrying an amino group at position 3. It derives from a benzoic acid. It is a conjugate acid of a 3-aminobenzoate. C1=CC(=CC(=C1)N)C(=O)O